6-bromo-2-phenylphenanthro[9,10-d]Azole BrC1=CC=2C=3C=CC=CC3C3=C(C=C(N3)C3=CC=CC=C3)C2C=C1